FC1=C(OC2CCC(CC2)C(=O)O)C=C(C(=C1)OC)C(N[C@@H]1[C@H]2CC[C@@H]([C@@H]1C(NC1=CC=C(C=C1)S(F)(F)(F)(F)F)=O)C2)=O (1S,4s)-4-(2-fluoro-4-methoxy-5-(((1S,2R,3S,4R)-3-((4-(pentafluoro-λ6-sulfaneyl)phenyl)carbamoyl)bicyclo[2.2.1]heptan-2-yl)carbamoyl)phenoxy)cyclohexane-1-carboxylic acid